2-((1R,3R,5S)-3-((5-cyclopropyl-3-(2,6-dichloro-4-fluorophenyl)isoxazol-4-yl)methoxy)-8-azabicyclo[3.2.1]octane-8-carbonyl)isoindoline-4-carboxylic acid C1(CC1)C1=C(C(=NO1)C1=C(C=C(C=C1Cl)F)Cl)COC1C[C@H]2CC[C@@H](C1)N2C(=O)N2CC=1C=CC=C(C1C2)C(=O)O